N-(5-(ethylthio)-1,3,4-thiadiazol-2-yl)benzo[c]isoxazole C(C)SC1=NN=C(S1)N1OCC2=C1C=CC=C2